6-(4-fluoro-3-isopropyl-5-(4-isopropylpiperazin-1-yl)-1H-pyrrolo[2,3-c]pyridin-2-yl)-8-methoxy-[1,2,4]triazolo[1,5-a]pyridine FC1=C2C(=CN=C1N1CCN(CC1)C(C)C)NC(=C2C(C)C)C=2C=C(C=1N(C2)N=CN1)OC